1-(2,6-dibromopyrimidin-4-yl)-N,N-dimethylmethanesulfonamide BrC1=NC(=CC(=N1)CS(=O)(=O)N(C)C)Br